METHYL ((((2R,3R,4S,5R)-5-(4-AMINO-2-CHLORO-7H-PYRROLO[2,3-D]PYRIMIDIN-7-YL)-4-FLUORO-3-HYDROXYTETRAHYDRO-FURAN-2-YL)METHOXY)-(PHENOXY)PHOSPHORYL)-L-ALANINATE NC=1C2=C(N=C(N1)Cl)N(C=C2)[C@H]2[C@H]([C@@H]([C@H](O2)COP(=O)(OC2=CC=CC=C2)N[C@@H](C)C(=O)OC)O)F